2-butyl-1-(4-methoxybenzyl)-N7-methyl-1H-imidazo[4,5-d]pyridazine-4,7-diamine C(CCC)C1=NC=2C(=C(N=NC2N)NC)N1CC1=CC=C(C=C1)OC